NC1(CN([C@H]2CN([C@@H]12)C1=CC=C(C=N1)C=1C=2N(C=C(C1)C1=NN(C=C1)C)N=CC2C#N)CC=2C=NC(=CC2)OC)C 4-(6-((1S,5R)-4-amino-2-((6-methoxypyridin-3-yl)methyl)-4-methyl-2,6-diazabicyclo[3.2.0]heptan-6-yl)pyridin-3-yl)-6-(1-methyl-1H-pyrazol-3-yl)pyrazolo[1,5-a]pyridine-3-carbonitrile